2-({[(1R,4E)-cyclooct-4-en-1-yloxy]carbonyl}amino)ethane-1-sulfonic acid [C@@H]1(CC\C=C\CCC1)OC(=O)NCCS(=O)(=O)O